2-(4-(2-(benzo[d]thiazol-2-ylamino)-2-oxoethyl)-2-fluorophenoxy)pyridine-3-carboxamide S1C(=NC2=C1C=CC=C2)NC(CC2=CC(=C(OC1=NC=CC=C1C(=O)N)C=C2)F)=O